4-[(3S,4R)-4-[5-[(3R)-3-(methoxymethyl)piperazin-1-yl]-3-methyl-2-pyridyl]-3-methyl-1-piperidyl]-1,6-dimethyl-pyrazolo[3,4-b]pyridine COC[C@H]1CN(CCN1)C=1C=C(C(=NC1)[C@H]1[C@@H](CN(CC1)C1=C2C(=NC(=C1)C)N(N=C2)C)C)C